2-Hydroxy-1,2-diphenyl-2,3-dihydro-1H-indol-3-one OC1(N(C2=CC=CC=C2C1=O)C1=CC=CC=C1)C1=CC=CC=C1